NCCN(CCN1C=CC=C1)C 1-(2-((2-aminoethyl)(methyl)amino)ethyl)-1H-pyrrol